tert-Butyl (±)-rel-(1R,2R,5S)-2-(hydroxymethyl)-3,8-diazabicyclo[3.2.1]octane-8-carboxylate OC[C@H]1[C@H]2CC[C@@H](CN1)N2C(=O)OC(C)(C)C |r|